CN1N=CC2=CC(=CC=C12)NC1=C(C=CC=C1)[N+](=O)[O-] 1-methyl-N-(2-nitrophenyl)-1H-indazol-5-amine